3-(3-(3-Amino-1H-indazol-5-yl)phenylamino)propyl-(methyl)carbamic acid tert-butyl ester C(C)(C)(C)OC(N(C)CCCNC1=CC(=CC=C1)C=1C=C2C(=NNC2=CC1)N)=O